FC=1C=C2C(C(=CN3CCCOC(C1F)=C32)C=O)=O 7,8-difluoro-4-oxo-10-oxa-1-azatricyclo[7.4.1.05,14]tetradeca-2,5,7,9(14)-tetraene-3-carbaldehyde